N-(4-((1,1-dioxothiomorpholino)methyl)thiazol-2-yl)-2-methyl-5-(3-(trifluoromethyl)phenyl)furan-3-carboxamide O=S1(CCN(CC1)CC=1N=C(SC1)NC(=O)C1=C(OC(=C1)C1=CC(=CC=C1)C(F)(F)F)C)=O